Sodium trifluoro-methane FC(F)F.[Na]